N-methoxy-5-(2-((4-(trifluoromethyl)phenyl)amino)phenyl)-1,3,4-oxadiazole-2-carboxamide CONC(=O)C=1OC(=NN1)C1=C(C=CC=C1)NC1=CC=C(C=C1)C(F)(F)F